Tert-Butyl (piperidin-4-ylmethyl)carbamate N1CCC(CC1)CNC(OC(C)(C)C)=O